COC1=CC=C(C=C1)CN1N=C(C=C1C(=O)O)NC(=O)C=1C=NC(=CC1)N1CCN(CC1)C 2-[(4-methoxyphenyl)methyl]-5-[[6-(4-methylpiperazin-1-yl)pyridine-3-carbonyl]amino]pyrazole-3-carboxylic acid